C(C)(C)NC(O[C@@H]1C[C@@H](CC1)C1=CC(=NN1)NC(=O)OCC1=CC=CC=C1)=O cis-3-(3-(((benzyloxy)carbonyl)amino)-1H-pyrazol-5-yl)cyclopentyl isopropylcarbamate